C(#N)C=1C=C2C(=CC=NC2=CC1)NCCC=1C=C2C=CC(=CC2=CC1)C(=O)N1CCN(CC1)C(CCCCCCCCC(=O)NCCCCCNC1=C2C(N(C(C2=CC=C1)=O)C1C(NC(CC1)=O)=O)=O)=O 10-[4-[6-[2-[(6-cyano-4-quinolyl)amino]ethyl]naphthalene-2-carbonyl]piperazin-1-yl]-N-[5-[[2-(2,6-dioxo-3-piperidyl)-1,3-dioxo-isoindolin-4-yl]amino]pentyl]-10-oxo-decanamide